COC=1C=C2C(=CN(C2=CC1)C(=O)OC(C)(C)C)C(NC1=CC=2N(C=C1)N=CC2C=2OC(=CC2)C)=O tert-butyl 5-methoxy-3-((3-(5-methylfuran-2-yl)pyrazolo[1,5-a]pyridin-5-yl)carbamoyl)-1H-indole-1-carboxylate